N-(9-((2R,3R,4R,5S)-3-fluoro-4-hydroxy-5-(iodomethyl)tetrahydrofuran-2-yl)-9H-purine-6-Yl)benzamide sodium laurylsarcosinate C(CCCCCCCCCCC)N(C)CC(=O)[O-].[Na+].F[C@H]1[C@@H](O[C@@H]([C@H]1O)CI)N1C2=NC=NC(=C2N=C1)NC(C1=CC=CC=C1)=O